P(=S)(SCCCC)(OCCCC)[O-] di-n-butyl Dithiophosphate